O1COC2=C1C=CC(=C2)C(C)N2CCN(CC2)C2=NC=CC(=N2)NCCC 2-(4-(1-(benzo[d][1,3]dioxol-5-yl)ethyl)piperazin-1-yl)-N-propylpyrimidin-4-amine